bisphenol Z-bis(chloroformate) ClC(=O)O.ClC(=O)O.C1(=CC=CC=C1)O.C1(=CC=CC=C1)O